4-cyclohexyl 1-((2-trityl-2H-tetrazol-5-yl)methyl) 2-methylenesuccinate C=C(C(=O)OCC=1N=NN(N1)C(C1=CC=CC=C1)(C1=CC=CC=C1)C1=CC=CC=C1)CC(=O)OC1CCCCC1